[NH4+].P(=O)(OCCCCCC)(OC1(CC1)C(=O)OC1=C(C(=CC(=C1)CCCCC)O)[C@H]1[C@@H](CCC(=C1)C)C(=C)C)[O-] hexyl (1-((((1'R,2'R)-6-hydroxy-5'-methyl-4-pentyl-2'-(prop-1-en-2-yl)-1',2',3',4'-tetrahydro-[1,1'-biphenyl]-2-yl)oxy)carbonyl)cyclopropyl) phosphate ammonium salt